C(CCC)[Sn](I)(I)CCCC dibutyldiiodotin